ClC1=C(C2=C(S1)C(=CC(=C2)F)C)CCNC2=CC=NC=N2 6-[2-(2-Chloro-5-fluoro-7-methyl-benzo[b]thiophen-3-yl)-ethylamino]-pyrimidin